(2-(3-(pyrrolidin-1-yl)propyl)benzofuran-3-yl)methanone lithium 3-diphenylphosphinobenzenesulfonate C1(=CC=CC=C1)P(C=1C=C(C=CC1)S(=O)(=O)[O-])C1=CC=CC=C1.[Li+].N1(CCCC1)CCCC=1OC2=C(C1C=O)C=CC=C2